[Si]([O-])([O-])([O-])[O-].[Sr+2].[Ca+2] calcium-strontium silicate